NC1=NC=NN2C1=C(C=C2C=2C=CC(=C(C(=O)N[C@@H]1CN(C[C@@H]1F)C(=O)C1CC(C1)(F)F)C2)Cl)C(F)(F)F 5-[4-amino-5-(trifluoromethyl)pyrrolo[2,1-f][1,2,4]triazin-7-yl]-2-chloro-N-[(3R,4S)-1-(3,3-difluorocyclobutanecarbonyl)-4-fluoropyrrolidin-3-yl]benzamide